tert-butyl N-[2-[3-[tert-butyl(dimethyl)silyl]oxy-2-fluoro-3-methylbutyl]-6-methoxy-pyrazolo[1,5-a]pyridin-5-yl]carbamate [Si](C)(C)(C(C)(C)C)OC(C(CC1=NN2C(C=C(C(=C2)OC)NC(OC(C)(C)C)=O)=C1)F)(C)C